C(C)S(=O)(=O)C=1C=C2C(=NC1C1=NC3=C(N1C)C=CC(=C3)S(=O)(=O)C(F)(F)F)N(C(N2C)=O)C 6-ethylsulfonyl-1,3-dimethyl-5-[1-methyl-5-(trifluoromethylsulfonyl)benzimidazol-2-yl]imidazo[4,5-b]pyridine-2-one